N-(5-Cyano-4-(2-(dimethylamino)ethoxy)pyridin-2-yl)-2'-cyclopropyl-4'-(5-methyl-1,2,4-oxadiazol-3-yl)-[1,1'-biphenyl]-4-carboxamid C(#N)C=1C(=CC(=NC1)NC(=O)C1=CC=C(C=C1)C1=C(C=C(C=C1)C1=NOC(=N1)C)C1CC1)OCCN(C)C